C(C1=CC=CC=C1)(C1=CC=CC=C1)N1CCC2(CCN(CC2)C(=O)C=2C=C3C(N(C(C3=CC2)=O)C2C(NC(CC2)=O)=O)=O)CC1 5-(9-benzhydryl-3,9-diazaspiro[5.5]undecane-3-carbonyl)-2-(2,6-dioxopiperidin-3-yl)isoindoline-1,3-dione